C(C1=CC=C(C=C1)N=C=O)C1=CC=C(C=C1)N=C=O 4,4'-MethyleneDiphenyl Isocyanate